(8-((5-chloro-4-(cyclohexylamino)-7H-pyrrolo[2,3-d]pyrimidin-2-yl)amino)-2,3-dihydrobenzo[b][1,4]dioxin-5-yl)(morpholino)methanone ClC1=CNC=2N=C(N=C(C21)NC2CCCCC2)NC2=CC=C(C1=C2OCCO1)C(=O)N1CCOCC1